4-carbamimidoylpiperazin C(N)(=N)N1CCNCC1